FC=1C=NC(=NC1)CCCCC(=O)O 5-(5-fluoropyrimidin-2-yl)pentanoic acid